ethyl 1,2,4-trimethyl-5-(2-((4-methyltetrahydro-2H-pyran-4-yl) amino)-2-oxoacetyl)-1H-pyrrole-3-carboxylate CN1C(=C(C(=C1C(C(=O)NC1(CCOCC1)C)=O)C)C(=O)OCC)C